FC=1C=C(C=CC1C1=NOC(=N1)C(F)(F)F)COC1=NN=CC2=CC=CC=C12 1-({3-fluoro-4-[5-(trifluoromethyl)-1,2,4-oxadiazol-3-yl]phenyl}methoxy)phthalazine